ClC=1C=C(C=CC1)[C@H]1C[C@](C(N([C@@H]1C1=CC=C(C=C1)Cl)[C@H](CS(=O)(=O)CC1(COC1)C)C1CC1)=O)(C)CC(=O)O 2-((3R,5R,6S)-5-(3-Chlorophenyl)-6-(4-chlorophenyl)-1-((S)-1-cyclopropyl-2-(((3-methyloxetan-3-yl)methyl)sulfonyl)ethyl)-3-methyl-2-oxopiperidin-3-yl)acetic Acid